C1(=CC=CC=C1)N1C=2C=CC3=C(C2C=2C4=C(C(=CC12)C1=CC=C(C=C1)C=1C2=CC=CC=C2C(=C2C=CC=CC12)C1=CC=CC=C1)C=CC=C4)C=CC=C3 7-phenyl-5-[4-(10-phenyl-9-anthracenyl)phenyl]dibenzo[c,g]carbazole